2-(4-cyano-3-fluorophenyl)-6-iodo-3-(1-methyl-1H-indazol-5-yl)isonicotinic acid C(#N)C1=C(C=C(C=C1)C=1C(=C(C(=O)O)C=C(N1)I)C=1C=C2C=NN(C2=CC1)C)F